FC1(CN(C1)C1=NC2=C(C=C(C=C2C(N1C)=O)C)C(C)N[S@](=O)C(C)(C)C)F (R)-N-(1-(2-(3,3-difluoroazetidin-1-yl)-3,6-dimethyl-4-oxo-3,4-dihydroquinazolin-8-yl)ethyl)-2-methylpropane-2-sulfinamide